7-(2-(8-oxa-3-azabicyclo[3.2.1]octan-3-yl)ethoxy)-N4-(5-chloro-2-fluoro-4-((3-fluorobenzyl)oxy)phenyl)quinazoline-4,6-diamine C12CN(CC(CC1)O2)CCOC2=C(C=C1C(=NC=NC1=C2)NC2=C(C=C(C(=C2)Cl)OCC2=CC(=CC=C2)F)F)N